(1S,2R)-2-(3-cyclopropyl-4-nitro-pyrazol-1-yl)cyclopropanecarboxylic acid C1(CC1)C1=NN(C=C1[N+](=O)[O-])[C@H]1[C@H](C1)C(=O)O